(S*)-1-(4-Bromo-1-methyl-1H-imidazol-2-yl)ethan-1-ol BrC=1N=C(N(C1)C)[C@H](C)O |o1:7|